(4-((2-((4-([1,4'-bipiperidin]-1'-yl)-2-methoxy-5-(1-methyl-1H-pyrazol-4-yl)phenyl)amino)-5-bromopyrimidin-4-yl)amino)-2-methyl-[1,1'-biphenyl]-3-yl)dimethylphosphine N1(CCCCC1)C1CCN(CC1)C1=CC(=C(C=C1C=1C=NN(C1)C)NC1=NC=C(C(=N1)NC1=C(C(=C(C=C1)C1=CC=CC=C1)C)P(C)C)Br)OC